sec.-butanolate C(C)(CC)[O-]